4-(3-(trifluoromethyl)-5-fluoro-4-(3-fluoro-4-methoxyphenyl)-1H-pyrazol-1-yl)benzenesulfonamide FC(C1=NN(C(=C1C1=CC(=C(C=C1)OC)F)F)C1=CC=C(C=C1)S(=O)(=O)N)(F)F